FC1=CC=C(C=C1)[C@@H]1N(CCC2=CC=CC=C12)C(=O)[C@H]1CC(CO1)=O (R)-5-((S)-1-(4-fluorophenyl)-1,2,3,4-tetrahydroisoquinolin-2-carbonyl)dihydrofuran-3(2H)-one